C(C)N(C(C1=CC=C(C=C1)F)=O)CCCCCCC(=O)N(CC1=NC(=NC=C1)NC)CC N-ethyl-N-(7-(ethyl((2-(methylamino)pyrimidin-4-yl)methyl)amino)-7-oxoheptyl)-4-fluorobenzamide